N(=[N+]=[N-])CCC(CCC)(CCC)O 4-(2-azidoethyl)heptan-4-ol